C12CCC(C3=CC=CC=C13)C2 1,2,3,4-tetrahydro-1,4-methanonaphthalene